tertbutyl (7S)-7-(hydroxymethyl)-1,4-dioxa-8-azaspiro[4.5]decane-8-carboxylate OC[C@@H]1CC2(OCCO2)CCN1C(=O)OC(C)(C)C